C(C=C)(=O)OC(CCC)CCC heptan-4-yl acrylate